3,5,6,6-tetramethyl-4-methyleneheptan-2-yl 2-oxo-2-phenylacetate O=C(C(=O)OC(C)C(C(C(C(C)(C)C)C)=C)C)C1=CC=CC=C1